C(C)(C)(C)OC(=O)O[C@@H]1[C@H]([C@H](N(C1)C(=O)OC(C)(C)C)CC1=CC=C(C=C1)C=1C=C2CC(CC2=CC1)(F)F)OC(=O)OC1=CC=C(C=C1)[N+](=O)[O-] tert-butyl (2R,3S,4S)-4-[(tert-butoxycarbonyl)oxy]-2-{[4-(2,2-difluoro-1,3-dihydroinden-5-yl)phenyl]methyl}-3-[(4-nitrophenoxycarbonyl)oxy]pyrrolidine-1-carboxylate